(+/-)-4-(2-(2-chlorophenyl)-4-(methylsulfonyl)-1,4-diazepan-1-yl)-6-methylpyrimidin-2-amine ClC1=C(C=CC=C1)[C@H]1N(CCCN(C1)S(=O)(=O)C)C1=NC(=NC(=C1)C)N |r|